[32-methyl-20-oxo-15-oxa-8,9,10,21-tetrazahexacyclo[19.5.3.216,19.13,7.06,10.024,28]dotriaconta-1(26),3(32),4,6,8,16,18,24,27,30-decaen-2-yl]acetic acid CC=1C2=C3C=CC1C(C1=CC=C4CCN(C(C5=CC=C(OCCCCN3N=N2)C=C5)=O)CC4=C1)CC(=O)O